5-Amino-2-benzyl-7-(2-{4-[4-(2-methoxy-ethoxy)-phenyl]-piperazin-1-yl}-ethyl)-9-methyl-7,9-dihydro-2H-[1,2,4]triazolo[3,4-i]purine-3,8-dione NC=1N2C(C=3N(C(N(C3N1)CCN1CCN(CC1)C1=CC=C(C=C1)OCCOC)=O)C)=NN(C2=O)CC2=CC=CC=C2